FC1(CC(CC1)N1C(C(=CC=C1)NC(C1=C(C=C(C=C1N1CCC2(CC2)CC1)NS(=O)(=O)CCO)F)=O)=O)F N-(1-(3,3-difluorocyclopentyl)-2-oxo-1,2-dihydropyridin-3-yl)-2-fluoro-4-((2-hydroxyethyl)sulfonamido)-6-(6-azaspiro[2.5]octan-6-yl)benzamide